NC=1NC(C(=C(N1)N)NC(=O)NC=1C=C(C(=NC1)C(=O)N[C@H](C(=O)OC)C(C)C)F)=O methyl (2S)-2-[(5-{[(2,4-diamino-6-oxo-1,6-dihydropyrimidin-5-yl)carbamoyl]amino}-3-fluoropyridin-2-yl)formamido]-3-methylbutanoate